CC=1C=C(C(=C)C)C=CC1C 3,4-dimethyl-alpha-methylstyrene